4-{(1S,3S)-2,2-dimethyl-3-[5-(spiro[2.5]oct-4-yl)-1,2,4-oxadiazol-3-yl]cyclopropyl}benzenesulfonamide CC1([C@H]([C@@H]1C1=NOC(=N1)C1C2(CC2)CCCC1)C1=CC=C(C=C1)S(=O)(=O)N)C